P(=O)(OC[N+]1(CCC=C(C1)C1=NSN=C1OCCCCCC)C)(O)[O-] (5-(4-(hexyloxy)-1,2,5-thiadiazol-3-yl)-1-methyl-1,2,3,6-tetrahydropyridin-1-ium-1-yl)methyl hydrogen phosphate